C(C)(C)(C)OC(=O)N1C[C@H]([C@H](C1)O)N (3r,4s)-3-amino-4-hydroxypyrrolidine-1-carboxylic acid tert-butyl ester